(3S,4S)-8-(8-((3-aminophenyl)ethynyl)-7-chloroimidazo[1,2-c]pyrimidin-5-yl)-3-methyl-2-oxa-8-azaspiro[4.5]decan-4-amine NC=1C=C(C=CC1)C#CC=1C=2N(C(=NC1Cl)N1CCC3([C@@H]([C@@H](OC3)C)N)CC1)C=CN2